Phenyl 6-cyclobutoxy-2-(1-methyl-2-oxabicyclo[2.1.1]hexan-4-yl)-2H-indazole-5-carboxylate C1(CCC1)OC=1C(=CC2=CN(N=C2C1)C12COC(C1)(C2)C)C(=O)OC2=CC=CC=C2